N-(2,2'-dichloro-3'-(5-((3-(hydroxymethyl)azetidin-1-yl)methyl)-6-methoxypyridin-2-yl)-[1,1'-biphenyl]-3-yl)-1,5-dimethyl-4,5,6,7-tetrahydro-1H-imidazo[4,5-c]pyridine-2-carboxamide ClC1=C(C=CC=C1NC(=O)C=1N(C2=C(CN(CC2)C)N1)C)C1=C(C(=CC=C1)C1=NC(=C(C=C1)CN1CC(C1)CO)OC)Cl